3-{2-[2-(1,3-benzothiazole-6-sulfonyl)-2H,4H,5H,6H-pyrrolo[3,4-c]pyrazol-5-yl]-2-oxoethyl}-2,3-dihydro-1H-indol-2-one S1C=NC2=C1C=C(C=C2)S(=O)(=O)N2N=C1C(=C2)CN(C1)C(CC1C(NC2=CC=CC=C12)=O)=O